The molecule is a monogalactosyldiacylglycerol 34:4 in which the 1- and 2-acyl groups are specified as oleoyl and (7Z,10Z,13Z)-hexadecatrienoyl respectively. It has a role as a Brassica napus metabolite. CCCCCCCC/C=C\\CCCCCCCC(=O)OC[C@H](CO[C@H]1[C@@H]([C@H]([C@H]([C@H](O1)CO)O)O)O)OC(=O)CCCCC/C=C\\C/C=C\\C/C=C\\CC